COC1=CC=C(C=N1)CN1C2CN(CC1C2)C2=NC=C(C=C2)C2=C1C(=NC=C2)NC=C1C 6-((6-methoxypyridin-3-yl)methyl)-3-(5-(3-methyl-1H-pyrrolo[2,3-b]pyridin-4-yl)pyridin-2-yl)-3,6-diazabicyclo[3.1.1]heptane